CN1C(=CC=C1)C1=C(C#N)C=CC=N1 2-(1-methyl-1H-pyrrol-2-yl)nicotinonitrile